(1S,3S)-2,2-difluoro-3-methoxycarbonyl-cyclopropanecarboxylic acid FC1([C@@H]([C@H]1C(=O)OC)C(=O)O)F